C(C)(C)(C)C1=CC(C=C(C1=O)C(C)(C)C)=CC1=CC=C(C#N)C=C1 4-((3,5-di-tert-butyl-4-oxo-cyclohexane-2,5-diene-1-ylidene)methyl)benzonitrile